1-ethyl-7-methyl-4-oxo-[1,8]naphthyridine-3-carboxylic acid C(C)N1C=C(C(C2=CC=C(N=C12)C)=O)C(=O)O